N-(1'-(6-(3-cyano-3-(2-methoxyethyl)azetidin-1-yl)-4-methylpyridin-2-yl)-1',2'-dihydrospiro[cyclopropane-1,3'-pyrrolo[3,2-c]pyridin]-6'-yl)acetamide C(#N)C1(CN(C1)C1=CC(=CC(=N1)N1CC2(C=3C=NC(=CC31)NC(C)=O)CC2)C)CCOC